ClC=1C=NC(=NC1Cl)C(=O)OC methyl 5,6-dichloropyrimidinecarboxylate